ClC=1C=C(C=CC1F)C(C=1NC(=C(N1)S(=O)(=O)C)C)OC1C(CCC1)(F)F 2-((3-chloro-4-fluorophenyl)((2,2-difluorocyclopentyl)oxy)methyl)-5-methyl-4-(methylsulfonyl)-1H-imidazole